5-bromomethylpyridine-2,3-dicarboxylic acid methyl ester COC(=O)C1=NC=C(C=C1C(=O)O)CBr